[I-].CCCOC(=O)C1=C(C=CC=C1)P(C1=CC=CC=C1)C1=CC=CC=C1 (3-propylcarboxyl)triphenylphosphine iodide